ClC=1C=C(CN2CC3=C(CC2)N(N(C3=O)CC3=CC=C(C=C3)Cl)CCN3C(C2=CC=CC=C2C3=O)=O)C=C(C1)F 2-(2-(5-(3-Chloro-5-fluorobenzyl)-2-(4-chlorobenzyl)-3-oxo-2,3,4,5,6,7-hexahydro-1H-pyrazolo[4,3-c]pyridin-1-yl)ethyl)isoindoline-1,3-dione